2-(trans-4-(dimethylamino)cyclohexyl)-7-(4-fluorophenyl)-2,4-dimethyl-N-((6-methyl-4-(methylthio)-2-oxo-1,2-dihydropyridin-3-yl)methyl)benzo[d][1,3]dioxol-5-carboxamide CN([C@@H]1CC[C@H](CC1)C1(OC2=C(O1)C(=CC(=C2C)C(=O)NCC=2C(NC(=CC2SC)C)=O)C2=CC=C(C=C2)F)C)C